S1OP(O1)(O)=[Se] seleno-phosphoric acid thioester